C12(CCC(C1)C2)NC(CN2C(C(=CC=C2)NC([C@H](CCC(C(=O)NCC)=O)NC(=O)C=2C=C1CCCNC1=CC2)=O)=O)=O (S)-N1-(1-(2-(Bicyclo[2.1.1]hexan-1-ylamino)-2-oxoethyl)-2-oxo-1,2-dihydropyridin-3-yl)-N6-ethyl-5-oxo-2-(1,2,3,4-tetrahydrochinolin-6-carboxamido)hexandiamid